ethyl 2-(N-(4-((1-(3,3-difluorocyclobutyl)-2-oxo-1,2-dihydropyridin-3-yl)carbamoyl)-3-fluoro-5-(6-azaspiro[2.5]octan-6-yl)phenyl)sulfamoyl)acetate FC1(CC(C1)N1C(C(=CC=C1)NC(=O)C1=C(C=C(C=C1N1CCC2(CC2)CC1)NS(=O)(=O)CC(=O)OCC)F)=O)F